OC1=C(C=C2C(N(C(N2C)=[Se])C2=CC=CC=C2)=O)C=CC=C1O 5-(2,3-dihydroxybenzylidene)-1-methyl-3-phenyl-2-selenoxoimidazolidin-4-one